CC\C=C/CC (3Z)-3-hexen